Cl.Cl.Cl.Cl.C(C)NC=1C(=NC=C(C1)C=1OC(=NN1)N1CCNCC1)C=1C=2N(N=CC1C#N)C=CC2 4-(ethylamino-5-[5-(piperazin-1-yl)-1,3,4-oxadiazol-2-yl]pyridin-2-yl)pyrrolo[1,2-b]pyridazine-3-carbonitrile tetrahydrochloride